4-methyl-1-[2-(3-oxopiperazin-1-yl)propyl]-5-[[2-[6-(2,2,2-trifluoroethyl)quinazolin-4-yl]-2,7-diazaspiro[3.5]nonan-7-yl]methyl]indole-2-carbonitrile CC1=C2C=C(N(C2=CC=C1CN1CCC2(CN(C2)C2=NC=NC3=CC=C(C=C23)CC(F)(F)F)CC1)CC(C)N1CC(NCC1)=O)C#N